(2,2-difluorovinyl)-4'-(trifluoromethoxy)-1,1'-biphenyl FC(=CC1=C(C=CC=C1)C1=CC=C(C=C1)OC(F)(F)F)F